C(C)(C)(C)C1=NC(=NO1)C1=CC=C(C=C1)C(=O)N1CC2(C1)CC(C2)N2N=CC(=C2)Cl [4-(5-tert-butyl-1,2,4-oxadiazol-3-yl)phenyl]-[6-(4-chloropyrazol-1-yl)-2-azaspiro[3.3]heptan-2-yl]methanone